(3S,6S,8R,10aR)-6-amino-8-hydroxy-5-oxo-N-(1,2,3,4-tetrahydronaphthalen-1-yl)decahydropyrrolo[1,2-a]azocine-3-carboxamide N[C@H]1C[C@@H](CC[C@@H]2N(C1=O)[C@@H](CC2)C(=O)NC2CCCC1=CC=CC=C21)O